3,3,4,4-tetrafluoro-pyrrolidine hydrochloride Cl.FC1(CNCC1(F)F)F